bis(alpha-phenylethyl) sulfone C1(=CC=CC=C1)C(C)S(=O)(=O)C(C)C1=CC=CC=C1